CC1(COPOC1)C 5,5-dimethyl-1,3-dioxaphosphorinane